N1(CCCCCC1)C=1C2=C(N=C(N1)OCC1(CC1)CO[Si](C1=CC=CC=C1)(C1=CC=CC=C1)C(C)(C)C)C(=C(N=C2)Cl)F 4-(azepan-1-yl)-2-((1-(((tert-butyldiphenylsilyl)oxy)methyl)cyclopropyl)methoxy)-7-chloro-8-fluoropyrido[4,3-d]pyrimidine